Methyl (S)-5-(4-hydroxyphenyl)-3,4-dihydro-2H-pyrrole-2-carboxylate OC1=CC=C(C=C1)C=1CC[C@H](N1)C(=O)OC